ClC=1C=C(C=CC1)NN=C=NC#N carbonylcyanamide 3-chlorophenylhydrazone